cyclopropyl 4-(((1R,2s,3S,5r,7s)-5-hydroxyadamantan-2-yl)amino)-1H-pyrrolo[2,3-b]pyridine-5-carboxylate OC12C[C@H]3C([C@H](CC(C1)C3)C2)NC2=C3C(=NC=C2C(=O)OC2CC2)NC=C3